tert-butyl 4-bromo-1-methyl-1H-1,2,3-triazole-5-carboxylate BrC=1N=NN(C1C(=O)OC(C)(C)C)C